C(C1=CC=CC=C1)OC1=C(C(=O)OCC2=CC=CC=C2)C=CC(=C1OCC1=CC=CC=C1)C(NCCOCCOCCOCCNC(OC(C)(C)C)=O)=O benzyl 2,3-bis(benzyloxy)-4-((2,2-dimethyl-4-oxo-3,8,11,14-tetraoxa-5-azahexadecan-16-yl)carbamoyl)benzoate